N-(4-((6-(3-butylureido)-7-(3-methoxypropoxy)quinazolin-4-yl)oxy)-3-fluorophenyl)-1-(4-fluorophenyl)-1H-1,2,4-triazole-3-carboxamide C(CCC)NC(NC=1C=C2C(=NC=NC2=CC1OCCCOC)OC1=C(C=C(C=C1)NC(=O)C1=NN(C=N1)C1=CC=C(C=C1)F)F)=O